C1OCC12CC(C2)NCC=2C=CC(=NC2OC)C=2C(=C(C=CC2)C2=C(C(=NC=C2)C2=CC(=C(CNC1CC3(COC3)C1)C=C2)OC)Cl)Cl N-(4-(4-(3-(5-(((2-oxaspiro[3.3]heptan-6-yl)amino)methyl)-6-methoxypyridin-2-yl)-2-chlorophenyl)-3-chloropyridin-2-yl)-2-methoxybenzyl)-2-oxaspiro[3.3]heptan-6-amine